(3S)-1,3-dihydrospiro[indene-2,4'-piperidine] N1CCC2(CC1)CC1=CC=CC=C1C2